4-aminopyrimidine-5-methanoic acid NC1=NC=NC=C1C(=O)O